C(C)OC(C\C=C/C#CC=C)OCC 8,8-diethoxy-(5Z)-1,5-octadien-3-yne